ClC=1C=C(C=NC1)C(C)(C#N)NC(=O)C1C2C(C2CN1C([C@H](C(C)(C)C)NC(C(F)(F)F)=O)=O)(C)C N-[1-(5-chloro-3-pyridyl)-1-cyano-ethyl]-3-[(2S)-3,3-dimethyl-2-[(2,2,2-trifluoroacetyl)amino]butanoyl]-6,6-dimethyl-3-azabicyclo[3.1.0]hexane-2-carboxamide